OC1(CC(C1)(C)C)C(=O)N1CC2(CC2)C[C@H]1C(=O)N[C@@H](C[C@H]1C(NCC1)=O)C(COC(F)(F)F)=O (S)-5-(1-hydroxy-3,3-dimethylcyclobutane-1-carbonyl)-N-((S)-3-oxo-1-((S)-2-oxopyrrolidin-3-yl)-4-(trifluoromethoxy)butan-2-yl)-5-azaspiro[2.4]-heptane-6-carboxamide